3-amino-4,6-dimethoxypyridine NC=1C=NC(=CC1OC)OC